sodium bismuth barium [Ba].[Bi].[Na]